FC1=C(C(=CC(=C1)N1C(CNCC1)=O)F)C=1N=C2N(C=CC(=C2)C)C1C[C@H]1CN(CCO1)C(=O)OC methyl (S)-2-((2-(2,6-difluoro-4-(2-oxopiperazin-1-yl)phenyl)-7-methylimidazo[1,2-a]pyridin-3-yl)methyl)morpholine-4-carboxylate